C12(CC(C1)C2)NC(=O)C2=CN(C1=NC(=C(C=C1C2=O)F)N2C[C@H]([C@@H](C2)O)O)C2=C(C=CC=C2F)F N-(bicyclo[1.1.1]pentan-1-yl)-1-(2,6-difluorophenyl)-7-[(3R,4R)-3,4-dihydroxypyrrolidin-1-yl]-6-fluoro-4-oxo-1,4-dihydro-1,8-naphthyridine-3-carboxamide